4,4'-dinitro-2,2'-biphenyldicarboxylic acid [N+](=O)([O-])C=1C=C(C(=CC1)C=1C(=CC(=CC1)[N+](=O)[O-])C(=O)O)C(=O)O